1,3-diiodocyclohexane IC1CC(CCC1)I